FC=1C=C(C#N)C=C(C1)OC=1C(=C2C(C(C(C2=CC1)(F)F)(F)F)(C)O)C=C 3-fluoro-5-((1,1,2,2-tetrafluoro-3-hydroxy-3-methyl-4-vinyl-2,3-dihydro-1H-inden-5-yl)oxy)benzonitrile